BrC1=C(C(=C2C(=NC(=NC2=C1)Cl)O)F)Cl 7-bromo-2,6-dichloro-5-fluoroquinazolin-4-ol